C(C)(C)(C)OC(=O)N1CC2(CC(C2)CC(=O)OCC)CC1 2-(2-ethoxy-2-oxoethyl)-6-azaspiro[3.4]octane-6-carboxylic acid tert-butyl ester